cyclopropyl-biphenylboronic acid C1(CC1)C1=C(C(=CC=C1)C1=CC=CC=C1)B(O)O